1-(6-aminopyridin-3-yl)-6-methyl-5-(1-(piperazin-1-yl)vinyl)indolizine-7-carboxylic acid isopropyl ester C(C)(C)OC(=O)C=1C(=C(N2C=CC(=C2C1)C=1C=NC(=CC1)N)C(=C)N1CCNCC1)C